BrC1=C(C(=O)Cl)C=C(C=C1F)F 2-bromo-3,5-difluorobenzoyl chloride